C(#N)C1=CC=C(CNC(=O)C2=NN(C=3C(N(CCC32)CC3(CC3)S(NC3=NC=CC=C3)(=O)=O)=O)C)C=C1 N-(4-Cyanobenzyl)-1-methyl-7-oxo-6-((1-(N-(pyridin-2-yl)sulfamoyl)cyclopropyl)methyl)-4,5,6,7-tetrahydro-1H-pyrazolo[3,4-c]pyridine-3-carboxamide